OC1(CN(OC1)C(=O)C=1N(C=C2N(C(N(C(C21)=O)C)=O)[C@H](CO)C)CC2=CC=CC1=CC=CC=C21)C (S)-5-(4-hydroxy-4-methylisoxazolidine-2-carbonyl)-1-(1-hydroxypropan-2-yl)-3-methyl-6-(naphthalen-1-ylmethyl)-1,6-dihydro-2H-pyrrolo[3,4-d]pyrimidine-2,4(3H)-dione